NC(C(O)C=1C=CC(=NC1)C1=C(C=C(C#N)C=C1)OC=1N(N=C(C1)C1CC1)C)(C)C 4-[5-(2-amino-1-hydroxy-2-methylpropyl)pyridin-2-yl]-3-(5-cyclopropyl-2-methylpyrazol-3-yl)oxybenzonitrile